CN(C)C=C1C(CC(CC1=O)C=1C=C2C=CNC2=CC1)=O 2-((dimethylamino)methylene)-5-(1H-indol-5-yl)cyclohexane-1,3-dione